C[SiH](O[SiH3])NCC methylethylamino-disiloxane